N1(N=CN=C1)CCNC1=CC=2NC3=CC=CC=C3C2C=C1C1=CC=CC=C1 N-(2-(1H-1,2,4-triazol-1-yl)ethyl)-3-phenyl-9H-carbazol-2-amine